C=C(CC(=O)O)C(=O)O 3-methylenesuccinic acid